(R)-N-(cyclopropyl(1-((2-(trimethylsilyl)ethoxy)methyl)-1H-benzo[d]imidazol-5-yl)methyl)-4,4,4-trifluorobutanamide C1(CC1)[C@@H](NC(CCC(F)(F)F)=O)C1=CC2=C(N(C=N2)COCC[Si](C)(C)C)C=C1